tert-butyl N-(4-{[2-(2,6-dioxopiperidin-3-yl)-1-oxo-3H-isoindol-4-yl]amino}-1-methylcyclohexyl)carbamate O=C1NC(CCC1N1C(C2=CC=CC(=C2C1)NC1CCC(CC1)(C)NC(OC(C)(C)C)=O)=O)=O